5-bromo-3-(2-(3-(4-methoxyphenyl)-4-oxothiazolidin-2-ylidene)hydrazono)indol-2-one BrC=1C=C2C(C(NC2=CC1)=O)=NN=C1SCC(N1C1=CC=C(C=C1)OC)=O